ClC1=C(C=CC=C1)C1C(CN(CC1)CC(F)(F)F)C(=O)OCC ethyl 4-(2-chlorophenyl)-1-(2,2,2-trifluoroethyl)piperidine-3-carboxylate